C(#N)C1CN(C1)S(=O)(=O)N1C[C@H](CCC1)C(=O)N1[C@H](CCC1)C(=O)NCC1=CC(=C(C(=C1)C)F)C 1-(((3S)-1-((3-cyano-1-azetidinyl)sulfonyl)-3-piperidinyl)carbonyl)-N-(4-fluoro-3,5-dimethylbenzyl)-D-prolinamide